di-i-propoxytitanium diisostearate C(CCCCCCCCCCCCCCC(C)C)(=O)[O-].C(CCCCCCCCCCCCCCC(C)C)(=O)[O-].C(C)(C)O[Ti+2]OC(C)C